C(C)(C)(CC(C)(C)C)C=1C=CC2=C(N=C(O2)C2=CC=C(C=C2)N2NC(=CC2C2=CC=C(C=C2)CCCCCCCCCCCC)C=CC2=CC=C(C=C2)CCCCCCCCCCCC)C1 1-(4-(5-tert-octyl-benzooxazol-2-yl)phenyl)-3-(4-dodecyl-styryl)-5-(4-dodecyl-phenyl)-pyrazoline